FC1=C(C=CC=C1OC1OCCCC1)CCCOC1CCN(CC1)C(=O)OC(C)(C)C tert-butyl 4-[3-(2-fluoro-3-tetrahydropyran-2-yloxy-phenyl)propoxy]piperidine-1-carboxylate